CC(C)(C1=CC=CC=C1)C(C)(C)C2=CC=CC=C2 DICUMENE